N-(6-(4-fluoro-3-(2-hydroxyethoxy)phenyl)-1-(4-methoxyphenyl)-1H-pyrazolo[3,4-d]pyrimidin-4-yl)-5-nitrothiophene-2-carboxamide FC1=C(C=C(C=C1)C1=NC(=C2C(=N1)N(N=C2)C2=CC=C(C=C2)OC)NC(=O)C=2SC(=CC2)[N+](=O)[O-])OCCO